C(#N)C[C@@H]1N(CCN(C1)C1=NC(=NC2=C(C(=CC=C12)C1=CC=CC2=CC=CC(=C12)C#C[Si](C(C)C)(C(C)C)C(C)C)F)OCC12CCCN2CCC1)C(=O)OC(C)(C)C tert-butyl (S)-2-(cyanomethyl)-4-(8-fluoro-2-((tetrahydro-1H-pyrrolizin-7a(5H)-yl)methoxy)-7-(8-((triisopropylsilyl)ethynyl)naphthalene-1-yl)quinazolin-4-yl)piperazine-1-carboxylate